acrylic acid silyl ester [SiH3]OC(C=C)=O